ClC1=C(C(=CC=C1Cl)O)C1=CC=2N(C=C1)C=C(N2)N2CC(C2)O 1-(7-(2,3-dichloro-6-hydroxyphenyl)imidazo[1,2-a]pyridin-2-yl)azetidine-3-ol